C(C)(C)(C)OC(=O)N1CCCC2=CC=C(N=C12)CCCC(CO[Si](C1=CC=CC=C1)(C1=CC=CC=C1)C(C)(C)C)CO[Si](C1=CC=CC=C1)(C1=CC=CC=C1)C(C)(C)C 7-(5-((tert-butyldiphenylsilyl)oxy)-4-(((tert-butyldiphenylsilyl)oxy)-methyl)-pentyl)-3,4-dihydro-1,8-naphthyridine-1(2H)-carboxylic acid tert-butyl ester